CC=1C(=C2C=NNC2=CC1C)C1=C(C=2N=C(N=C(C2C=N1)N1CC2(C(NC(N2)=O)=O)CCC1)OCC12CCCN2CCC1)F 7-(7-(5,6-dimethyl-1H-indazol-4-yl)-8-fluoro-2-((hexahydro-1H-pyrrolizin-7a-yl)methoxy)pyrido[4,3-d]pyrimidin-4-yl)-1,3,7-triazaspiro[4.5]decane-2,4-dione